CN1CCN(CC1)CCN(CCC(=O)[O-])CCC(=O)[O-] 3,3'-((2-(4-methylpiperazin-1-yl)ethyl)azanediyl)dipropionate